FC1=CC(=CC=2CC3(CCN(CC3)C)OC21)C=2NC[C@H](CC2)C (S)-7-fluoro-1'-methyl-5-(5-methyl-1,4,5,6-tetrahydropyridin-2-yl)-3H-spiro[benzofuran-2,4'-piperidine]